ClC1=C(C=C(C(=C1)OC)C)C=1N=C(SC1C)N(CC#C)[C@@H](CC1CC1)C1=CC(=C(C=C1)C)F 4-(2-Chloro-4-methoxy-5-methylphenyl)-N-[(1S)-2-cyclopropyl-1-(3-fluoro-4-methylphenyl)ethyl]-5-methyl-N-(2-propyn-1-yl)-2-thiazolamin